FC1=CC(=C(OC=2C3=C(N=CN2)CN(CC3)C3=C(C(N(N=C3)C3OCCCC3)=O)C(C)(C)O)C=C1)C(F)(F)F 5-(4-(4-fluoro-2-(trifluoromethyl)phenoxy)-5,8-dihydropyrido[3,4-d]pyrimidin-7(6H)-yl)-4-(2-hydroxypropan-2-yl)-2-(tetrahydro-2H-pyran-2-yl)pyridazin-3(2H)-one